methyl (2R,6R)-6-methylmorpholine-2-carboxylate hydrochloride salt Cl.C[C@H]1O[C@H](CNC1)C(=O)OC